4-((4-formylphenoxy)methyl)-N-methylbenzamide C(=O)C1=CC=C(OCC2=CC=C(C(=O)NC)C=C2)C=C1